(1S,2R,4R,6S)-6-(tert-butyl)-2-(hydroxymethyl)-2-(methoxymethyl)quinuclidin-3-one C(C)(C)(C)[C@@H]1C[C@@H]2C([C@](N1CC2)(COC)CO)=O